O1C(=NC2=C1C=CC=C2)NC(C2=C(C=C(C=C2)[N+](=O)[O-])Cl)=O N-(Benzo[d]oxazol-2-yl)-2-chloro-4-nitrobenzamide